N-(4-bromophenyl)adamantan-2-amine BrC1=CC=C(C=C1)NC1C2CC3CC(CC1C3)C2